ClC1=CN=CC(=N1)C(C(=O)OCC)CCOC Ethyl 2-(6-chloropyrazin-2-yl)-4-methoxybutanoate